CN1N=CC(=C1)C=1C=CC=2N(C1)N=CC2N2CCN(CC2)C(=O)OCC(C2=CC=C(C=C2)C)O 2-hydroxy-2-(p-tolyl)ethyl 4-(6-(1-methyl-1H-pyrazol-4-yl)pyrazolo[1,5-a]pyridin-3-yl)piperazine-1-carboxylate